[4-[[3-(2-chloro-3-fluoro-4-methoxy-phenyl)imidazo[1,2-a]pyrazin-8-yl]amino]-2-methyl-phenyl]-[4-[(3S,4S)-3-hydroxypiperidine-4-carbonyl]piperazin-1-yl]methanone ClC1=C(C=CC(=C1F)OC)C1=CN=C2N1C=CN=C2NC2=CC(=C(C=C2)C(=O)N2CCN(CC2)C(=O)[C@@H]2[C@@H](CNCC2)O)C